BrC=1C=C(C(=NC1)C=O)OC1CCCC1 5-bromo-3-(cyclopentyloxy)picolinaldehyde